COCC1(CCN(CC1)C1=C2C=NN(C2=CC=C1NS(=O)(=O)C1=CC=C(C=C1)S(=O)(=O)N(C)C)C)C N4-(4-[4-(methoxymethyl)-4-methylpiperidin-1-yl]-1-methyl-1H-indazol-5-yl)-N1,N1-dimethylbenzene-1,4-disulfonamide